C[C@@H]1N([C@@H](CCC1)C)CC1=CC=C(C=C1)\C=C\B1OC(C(O1)(C)C)(C)C cis-2,6-dimethyl-1-(4-((E)-2-(4,4,5,5-tetramethyl-1,3,2-Dioxaborol-2-yl)vinyl)benzyl)piperidine